Cl.C(C(=C)C)(=O)O methacrylate hydrochloride